2-(2-pyridylamino)pyrimidine-4-carboxylic acid N1=C(C=CC=C1)NC1=NC=CC(=N1)C(=O)O